4,4,5,5-tetramethyl-2-(prop-2-en-1-yl)-1,3,2-dioxaborolan CC1(OB(OC1(C)C)CC=C)C